ClC1=NC=C2N(C(N(C2=N1)C12CC3(CC(CC(C1)C3)C2)C#N)=O)C 3-(2-chloro-7-methyl-8-oxo-7,8-dihydro-9H-purin-9-yl)adamantane-1-carbonitrile